2-(2,5-Dichlorobenzyl)-4-(2,4-dichlorophenyl)imidazole 4-(8-((Benzyloxy)carbonyl)-3,8-diazabicyclo[3.2.1]oct-3-yl)-2-chloro-5,8-dihydropyrido[3,4-d]pyrimidine-7(6H)-carboxylate C(C1=CC=CC=C1)OC(=O)N1C2CN(CC1CC2)C=2C1=C(N=C(N2)Cl)CN(CC1)C(=O)O.ClC1=C(CC=2NC=C(N2)C2=C(C=C(C=C2)Cl)Cl)C=C(C=C1)Cl